C(CCCCCCC\C=C/CCCCCCCC)(=O)OCCOC Ethylene Glycol Methyl Ether Oleate